(6-((4-cyano-2-fluorobenzyl)oxy)pyridin-2-yl)piperidine-1-carboxylic acid tert-butyl ester C(C)(C)(C)OC(=O)N1C(CCCC1)C1=NC(=CC=C1)OCC1=C(C=C(C=C1)C#N)F